C(C)(C)C1=C(C=CC=C1)C1CN(CCN1C1CC2(C1)CCNCC2)CC=2C=CC(=C(C#N)C2)OC 5-((3-(2-isopropylphenyl)-4-(7-azaspiro[3.5]nonan-2-yl)piperazin-1-yl)methyl)-2-methoxybenzonitrile